(S)-2-((2-((S)-3-(difluoromethyl)-5-carbonylmorpholino)-5,6-dihydrobenzo[f]imidazo[1,2-d][1,4]oxazepin-9-yl)amino)propanamide FC([C@@H]1COCC(N1C=1N=C2N(CCOC3=C2C=CC(=C3)N[C@H](C(=O)N)C)C1)=C=O)F